O=C1C[NH+](CCN1)CCNC(COC=1C=CC=C2C=CC=NC12)=O 3-oxo-1-(2-(2-(quinolin-8-yloxy)acetamido)ethyl)piperazin-1-ium